C(C1=CC=CC=C1)OC(=O)NC1CCC(CC1)N1CCN(CC1)C(=O)OC(C)(C)C tert-Butyl 4-((1r,4r)-4-(((benzyloxy)carbonyl)amino)cyclohexyl)piperazine-1-carboxylate